BrC1=CC=C(C=C1)N1N=CN(C1=O)C(=O)C=1SC=CC1 2-(4-bromophenyl)-4-(thiophene-2-carbonyl)-2,4-dihydro-3H-1,2,4-triazol-3-one